OC1(CC(C1)NC1=CC(=C(N=N1)C1=C(C=C(C=C1)OC(F)(F)F)O)C)C 2-(6-(((cis)-3-hydroxy-3-methylcyclobutyl)amino)-4-methylpyridazin-3-yl)-5-(trifluoromethoxy)phenol